tripentyl-1,3,5-triaminobenzaldehyde C(CCCC)C1=C(C(=C(C(C1(C=O)N)CCCCC)N)CCCCC)N